manganese diaspartate N[C@@H](CC(=O)[O-])C(=O)[O-].N[C@@H](CC(=O)[O-])C(=O)[O-].[Mn+4]